BC(CCC(=O)NC1=CC=CC=C1)CC γ-boryl-N-phenylhexaneamide